CN1N=C(C=C1S(=O)(=O)N1CCC2(C[C@@H](CO2)N2C[C@@]3(CCOC3)CC2)CC1)C (S)-8-((1,3-dimethyl-1H-pyrazol-5-yl)sulfonyl)-3-((S)-2-oxa-7-azaspiro[4.4]nonan-7-yl)-1-oxa-8-azaspiro[4.5]decane